ClC1=C(C=C(C=C1)F)C1=CC=C(N=N1)OC1C[C@@H]2[C@@H](CN(C2)CC2CCOCC2)C1 (3aR,5r,6aS)-5-[6-(2-chloro-5-fluoro-phenyl)pyridazin-3-yl]oxy-2-(tetrahydropyran-4-ylmethyl)-3,3a,4,5,6,6a-hexahydro-1H-cyclopenta[c]pyrrole